NC=1N=C(C2=C(N1)C=NN2CC2=C(C=C(C(=O)O)C=C2)OC)O 4-((5-amino-7-hydroxy-1H-pyrazolo[4,3-d]pyrimidin-1-yl)methyl)-3-methoxybenzoic acid